NC1=C(C=CC2=CC=CC=C12)O 4-Amino-3-hydroxynaphthalin